4-(tert-butyl)-2-methoxy-1-nitrobenzene C(C)(C)(C)C1=CC(=C(C=C1)[N+](=O)[O-])OC